Cl.NCC(=O)N Glycinamide-HCl